CC(C#C)OC1=CC=C(C#N)C=C1 4-(but-3-yn-2-yloxy)benzonitrile